The molecule is an organophosphate oxoanion that is the dianion of alpha-D-mannose 1-phosphate. It has a role as a human metabolite. It derives from an alpha-D-mannose. It is a conjugate base of an alpha-D-mannose 1-phosphate. C([C@@H]1[C@H]([C@@H]([C@@H]([C@H](O1)OP(=O)([O-])[O-])O)O)O)O